S1C(=CC=C1)CNC(=O)C=1OC(=CC1)[N+](=O)[O-] N2-(2-thienylmethyl)-5-nitro-2-furanamide